C(C)OC(=O)C=1C(=NC(=NC1)S(=O)(=O)C)NCC1=CC(=C(C=C1)OC)Cl 4-(3-chloro-4-methoxybenzylamino)-2-methanesulfonylpyrimidine-5-carboxylic acid ethyl ester